4-(4-(1H-indol-3-yl)thiophen-2-yl)-4-oxobutyric acid cyclohexyl ester C1(CCCCC1)OC(CCC(=O)C=1SC=C(C1)C1=CNC2=CC=CC=C12)=O